2,3,4,5-tetramethylhexanoic acid CC(C(=O)O)C(C(C(C)C)C)C